triethylene glycol e-bis(2-ethylhexanoate) C(C)C(C(=O)OCCOCCOCCOC(C(CCCC)CC)=O)CCCC